(S)-6-Methyl-5-(8-methyl-[1,2,4]triazolo[1,5-a]pyridin-6-yl)-1-(1-methylpiperidin-3-yl)-1,3-dihydro-2H-benzo[d]imidazol-2-on CC=1C(=CC2=C(N(C(N2)=O)[C@@H]2CN(CCC2)C)C1)C=1C=C(C=2N(C1)N=CN2)C